6-[5-[[1-[2-(aminomethyl)-3,3-difluoro-allyl]-5-oxo-1,2,4-triazol-4-yl]methyl]-3-thienyl]-8-methyl-3,4-dihydro-1H-quinolin-2-one NCC(CN1N=CN(C1=O)CC1=CC(=CS1)C=1C=C2CCC(NC2=C(C1)C)=O)=C(F)F